FC(C1CCN(CC1)CCC)(F)F (S)-1-(4-(trifluoromethyl)piperidin-1-yl)propane